COC1=CC=C(CN2C(=NC=3C2=NC=CC3)N[C@@H]3C[C@H](CC3)NC3=CC=C(C=N3)N3C(C=CC(=C3)C(=O)OC)=O)C=C1 methyl 6'-(((1S,3S)-3-((3-(4-methoxybenzyl)-3H-imidazo[4,5-b]pyridin-2-yl)amino)cyclopentyl)amino)-2-oxo-2H-[1,3'-bipyridine]-5-carboxylate